FC=1C=CC2=C(NC(=N2)C2=CC(=CC(=C2)C(F)(F)F)F)C1C(=O)OCC ethyl 6-fluoro-2-(3-fluoro-5-(trifluoromethyl) phenyl)-1H-benzo[d]imidazole-7-carboxylate